COCCN(C/C=C/C(=O)[O-])CCOC (E)-4-(bis(2-methoxyethyl)amino)but-2-enoate